2-(6-(2-aza-spiro[4.4]non-2-yl)pyrimidin-4-yl)-4-(1H-1,2,3-triazol-1-yl)-1,2-dihydro-3H-pyrazol-3-one C1N(CCC12CCCC2)C2=CC(=NC=N2)N2NC=C(C2=O)N2N=NC=C2